C(C)(C)(CC)OC(C)(C)CC di(tertiary pentyl) ether